C(C)(C)(C)OC(=O)N1CC2=C(CC1)N=C(S2)C=2C(=C(C=CC2)C2=C(C(=CC=C2)OCCCN2CCC1(CC1C#N)CC2)C)C 2-(3'-(3-(1-cyano-6-azaspiro[2.5]oct-6-yl)propoxy)-2,2'-dimethyl-[1,1'-biphenyl]-3-yl)-6,7-dihydrothiazolo[5,4-c]pyridine-5(4H)-carboxylic acid tert-butyl ester